N1C=NC2=C1CNC2 1,4,5,6-tetrahydropyrrolo[3,4-d]Imidazole